2-(3-cyclohexylpropyl)-1,4-dihydroisoquinolin-3(2H)-one C1(CCCCC1)CCCN1CC2=CC=CC=C2CC1=O